S1C(=NC2=C1C=CC=C2)CNC=2NC(/C(/N2)=C/C2=CC1=C(N=CS1)C=C2)=O (4Z)-2-(1,3-Benzothiazol-2-ylmethylamino)-4-(1,3-benzothiazol-6-ylmethylene)-1H-imidazol-5-one